F[C@@H]1[C@@H](C1)C(=O)NC1=NC=C(C(=O)NC([2H])([2H])[2H])C(=C1)NC=1C=NN2C1C(=C(C=C2)[C@H](C(F)(F)F)O)OC |o1:30| 6-((1S,2S)-2-fluorocyclopropane-1-carboxamido)-4-((4-methoxy-5-((R*)-2,2,2-trifluoro-1-hydroxyethyl)pyrazolo[1,5-a]pyridin-3-yl)amino)-N-(methyl-d3)nicotinamide